N'-hydroxy-4-methylbenzamidine ON=C(C1=CC=C(C=C1)C)N